1-(3-Bromo-5-chloro-1-tosyl-1H-indol-7-yl)-4-methylpiperazin-2-one BrC1=CN(C2=C(C=C(C=C12)Cl)N1C(CN(CC1)C)=O)S(=O)(=O)C1=CC=C(C)C=C1